(3S,4R,5R,6S)-1-(6-{[2-(2,4,6-trifluorophenyl)-1,3-thiazol-4-yl]methoxy}hexyl)-3,4,5,6-azepanetetrol hydrochloride Cl.FC1=C(C(=CC(=C1)F)F)C=1SC=C(N1)COCCCCCCN1C[C@@H]([C@H]([C@@H]([C@H](C1)O)O)O)O